CC(C)(C)[S@@](=O)/N=C(\C)/C1=CC(=CC(=C1)C(F)(F)F)[N+](=O)[O-] (NE,R)-2-methyl-N-[1-[3-nitro-5-(trifluoromethyl)phenyl]ethylidene]propane-2-sulfinamide